tert-butyl 3-[[1-(2,6-dioxo-3-piperidyl)-3-methyl-2-oxo-benzimidazol-5-yl]amino]azetidine-1-carboxylate O=C1NC(CCC1N1C(N(C2=C1C=CC(=C2)NC2CN(C2)C(=O)OC(C)(C)C)C)=O)=O